2-[2-[2-[2-(2-hydroxyethoxy)ethoxy]ethoxy]-ethoxy]-ethanol OCCOCCOCCOCCOCCO